C(C)(C)(C)C=1C=C(C=C(C1O)C(C)(C)C)CCC(=O)NNC(CCC1=CC(=C(C(=C1)C(C)(C)C)O)C(C)(C)C)=O N,N'-bis[3-(3,5-di-t-butyl-4-hydroxyphenyl)propionyl]hydrazine